FC1=C2C(C=C(NC2=CC(=C1C#CC(C)(C)O)F)C=1C=C(C#N)C=CC1S(=O)(=O)C)=O 3-(5,7-difluoro-6-(3-hydroxy-3-methylbut-1-yn-1-yl)-4-oxo-1,4-dihydroquinolin-2-yl)-4-(methylsulfonyl)benzonitrile